C(C)(C)(C)OC(N[C@@H](CC1=CC(=CC=C1)Cl)C(C#C)=O)=O (S)-(1-(3-chlorophenyl)-3-oxopent-4-yn-2-yl)carbamic acid tert-butyl ester